C(C)(C)(C)C1=C(C=C(C=N1)C=1N=C2SCC(CN2C(C1C#N)=O)COC)F 8-(6-(tert-butyl)-5-fluoropyridin-3-yl)-3-(methoxymethyl)-6-oxo-3,4-dihydro-2H,6H-pyrimido[2,1-b][1,3]thiazine-7-carbonitrile